Holmium oxide [O-2].[Ho+3].[O-2].[O-2].[Ho+3]